4-(cyclohexylmethyl)-3-[(2,4-dichlorophenyl)methyl]-4,5-dihydro-1,2,4-oxadiazol C1(CCCCC1)CN1C(=NOC1)CC1=C(C=C(C=C1)Cl)Cl